N1=C(SC2=NC=CC=C21)N[C@@H]2C[C@H](CC2)N (1S,3S)-N1-(Thiazolo[5,4-b]pyridin-2-yl)cyclopentane-1,3-diamine